Tert-butyl-((S)-1-(7-chloro-8-fluoro-2-(((2r,7as)-2-fluorohexahydro-1H-pyrrolizin-7a-yl) methoxy) pyrido[4,3-d]pyrimidin-4-yl) piperidin-3-yl) carbamate C(N)(OC1[C@@H](N(CCC1)C=1C2=C(N=C(N1)OC[C@]13CCCN3C[C@@H](C1)F)C(=C(N=C2)Cl)F)C(C)(C)C)=O